2-(8-((2S,5R)-4-(1-(2-(difluoromethoxy)-4-fluorophenyl)ethyl)-2,5-diethylpiperazin-1-yl)-5-methyl-6-oxo-5,6-dihydroimidazo[1,2-b]pyridazin-2-yl)acetonitrile FC(OC1=C(C=CC(=C1)F)C(C)N1C[C@@H](N(C[C@H]1CC)C=1C=2N(N(C(C1)=O)C)C=C(N2)CC#N)CC)F